7-isopropyl-6-((1-(methylsulfonyl)piperidin-4-yl)ethynyl)-5-(4-phenoxyphenyl)-7H-pyrrolo[2,3-d]pyrimidin-4-amine C(C)(C)N1C(=C(C2=C1N=CN=C2N)C2=CC=C(C=C2)OC2=CC=CC=C2)C#CC2CCN(CC2)S(=O)(=O)C